7a-(((tert-butyldiphenylsilyl)oxy)methyl)-2-(2,2-difluorovinyl)hexahydro-1H-pyrrolizine [Si](C1=CC=CC=C1)(C1=CC=CC=C1)(C(C)(C)C)OCC12CCCN2CC(C1)C=C(F)F